N1C=CC=C1 R-pyrrole